(S)-4-[5-(5-fluoro-2-methoxypyridin-4-yl)-1H-pyrazole-3-carbonyl]-4-azaspiro[2.5]octane FC=1C(=CC(=NC1)OC)C1=CC(=NN1)C(=O)N1C2(CC2)CCCC1